3-Bromo-2-(propan-2-yl)-6-[3-(trifluoromethyl)phenyl]imidazo[1,2-a]pyrazine BrC1=C(N=C2N1C=C(N=C2)C2=CC(=CC=C2)C(F)(F)F)C(C)C